C(CCC)O[Al] mono-n-butoxyaluminum